BrC(C1=C(C(=C(C=C1)C=1OC(=NN1)C(F)F)F)F)([2H])[2H] 2-(4-(bromomethyl-d2)-2,3-difluorophenyl)-5-(difluoromethyl)-1,3,4-oxadiazole